BrC1=CC2=C(C3=CC=C(C=C3C(=C2C=C1)C#C[Si](C(C)C)(C(C)C)C(C)C)Br)C#C[Si](C(C)C)(C(C)C)C(C)C 2,6-dibromo-9,10-Bis[(triisopropylsilyl)ethynyl]anthracene